[Na+].NC(C)S(=O)(=O)[O-] aminoethanesulfonic acid sodium salt